tert-butyl 6-methyl-7-(methylsulfonyloxy)-2-azaspiro[3.5]nonane-2-carboxylate CC1CC2(CN(C2)C(=O)OC(C)(C)C)CCC1OS(=O)(=O)C